C1(CCCC1)C(=O)N1C2CN(CC1C2)C2=CC=C(C=N2)C=2C=1N(C=C(C2)OCC(C)(C)O)N=CC1C#N 4-(6-(6-(cyclopentanecarbonyl)-3,6-diazabicyclo[3.1.1]heptan-3-yl)pyridin-3-yl)-6-(2-hydroxy-2-methylpropoxy)pyrazolo[1,5-a]pyridine-3-carbonitrile